ClC=1C=C2C(N(C(=NC2=CC1)[C@H](CCC)N1C[C@H](NCCC1)C)C)=O 6-chloro-3-methyl-2-((S)-1-((R)-3-methyl-1,4-diazepan-1-yl)butyl)quinazolin-4(3H)-one